7-[[(1S)-1-[4-(2-cyclopropyl-1-piperazin-1-yl-ethyl)phenyl]ethyl]amino]-1-methyl-4H-pyrimido[4,5-d][1,3]oxazin-2-one C1(CC1)CC(N1CCNCC1)C1=CC=C(C=C1)[C@H](C)NC=1N=CC2=C(N(C(OC2)=O)C)N1